(2R)-2-[2,3-dichloro-6-(methoxymethoxy)phenyl]-4-methylidene-1-[(R)-2-methylpropane-2-sulfinyl]pyrrolidine ClC1=C(C(=CC=C1Cl)OCOC)[C@@H]1N(CC(C1)=C)[S@](=O)C(C)(C)C